5,6,7,8-tetrahydroisoquinolin-3(2H)-one C=1NC(C=C2CCCCC12)=O